(R)-N-(2-(3-(4-acryloylmorpholin-3-yl)-5-chlorophenyl)pyrimidin-5-yl)acetamide C(C=C)(=O)N1[C@@H](COCC1)C=1C=C(C=C(C1)Cl)C1=NC=C(C=N1)NC(C)=O